2-[4-chloro-3-(4-ethoxybenzyl)phenyl]-6-(hydroxymethyl)-tetrahydro-2H-pyran-3,4,5-triol ClC1=C(C=C(C=C1)C1OC(C(C(C1O)O)O)CO)CC1=CC=C(C=C1)OCC